6-chloro-N-[2,4-difluoro-3-(8-methoxy-2-{[2-(methylamino)ethyl]amino}quinazolin-6-yl)phenyl]-1-hydroxy-2,3-dihydro-1H-indene-4-sulfonamide ClC=1C=C(C=2CCC(C2C1)O)S(=O)(=O)NC1=C(C(=C(C=C1)F)C=1C=C2C=NC(=NC2=C(C1)OC)NCCNC)F